COC1=C(C=CC(=C1)S(=O)(=O)C)C1N(CCCCC1)C1=NC(=NC(=C1)C)N 4-[2-(2-methoxy-4-methyl-sulfonyl-phenyl)azepan-1-yl]-6-methyl-pyrimidin-2-amine